S1C(=NC=C1)NC(N)=S N'-(2-thiazolyl)thiourea